(2-methylethylamino)benzene CCCNC1=CC=CC=C1